C(CCCCCCCCCCCCCCCCCCCC)Cl heneicosanyl chloride